BrC1=C(C=C(C=C1)C=1COCC1)OC 3-(4-bromo-3-methoxyphenyl)-2,5-dihydrofuran